5-ethynyl-6-fluoro-4-(8-fluoro-4-(methyl(((S)-piperidin-2-yl)methyl)amino)-2-(8-methyl-3,8-diazabicyclo[3.2.1]octan-3-yl)pyrido[4,3-d]pyrimidin-7-yl)-2-naphthonitrile C(#C)C1=C2C(=CC(=CC2=CC=C1F)C#N)C1=C(C=2N=C(N=C(C2C=N1)N(C[C@H]1NCCCC1)C)N1CC2CCC(C1)N2C)F